ethyl 2-[[2-(tert-butoxycarbonylamino)-1-(3-chlorophenyl)ethyl]amino]-6-chloro-pyridine-3-carboxylate C(C)(C)(C)OC(=O)NCC(C1=CC(=CC=C1)Cl)NC1=NC(=CC=C1C(=O)OCC)Cl